(2S)-4-(propargyloxy)pyrrolidine-2-carboxylic acid C(C#C)OC1C[C@H](NC1)C(=O)O